methyl 1-(2,4-difluorophenyl)-6-oxopyridazine-3-carboxylate FC1=C(C=CC(=C1)F)N1N=C(C=CC1=O)C(=O)OC